6-bromo-2,2,3,3-tetrafluoro-2,3-dihydrobenzo[b][1,4]dioxine BrC1=CC2=C(OC(C(O2)(F)F)(F)F)C=C1